D(-)-Sorbitol OC[C@H](O)[C@@H](O)[C@H](O)[C@H](O)CO